FC1=C(C=C2CCNC2=C1)B1OC(C(O1)(C)C)(C)C 6-fluoro-5-(4,4,5,5-tetramethyl-1,3,2-dioxaborolan-2-yl)indoline